4-Cyano-N-(1-(2-(cyclopropancarboxamido)pyridin-4-yl)-1H-indol-4-yl)tetrahydro-2H-pyran-4-carboxamid C(#N)C1(CCOCC1)C(=O)NC1=C2C=CN(C2=CC=C1)C1=CC(=NC=C1)NC(=O)C1CC1